FC(COC(C=C)=O)(C(C(C(C(C(C(F)(F)F)(F)F)(F)F)(F)F)(F)F)(F)F)F.C(C=C)(=O)OCCC(C(C(C(C(C(F)(F)F)(F)F)(F)F)(F)F)(F)F)(F)F 3,3,4,4,5,5,6,6,7,7,8,8,8-tridecafluorooctyl acrylate 2,2,3,3,4,4,5,5,6,6,7,7,8,8,8-pentadecafluorooctyl-acrylate